4-(isopropylamino)-2-(methylsulfonyl)-pyrimidine-5-carboxamide C(C)(C)NC1=NC(=NC=C1C(=O)N)S(=O)(=O)C